methyl 2-((4-amino-5-isopropylpyridin-3-yl)oxy)-6-chlorobenzoate NC1=C(C=NC=C1C(C)C)OC1=C(C(=O)OC)C(=CC=C1)Cl